CN(C(COC=1C=C(C(=O)[O-])C=C(C1)NCC1OCC1)=O)C 3-(2-(dimethylamino)-2-oxoethoxy)-5-((oxetan-2-ylmethyl)amino)benzoate